Calcium-Natrium [Na].[Ca]